C(C)(=O)NC1=CC(=C(C=N1)C1=NC=C(C=C1)C#N)NC(OC(C)(C)C)=O tert-butyl (6'-acetamido-5-cyano-[2,3'-bipyridin]-4'-yl)carbamate